(1r,4r)-4-fluoroquinuclidine-3-carbonitrile FC12C(CN(CC1)CC2)C#N